C(C)OP(=O)(OCC)CC(=O)O[C@@H]1C=C(C2(OCCO2)C[C@@H]1C(CO[Si](C(C)C)(C(C)C)C(C)C)=O)C (8R,9S)-6-methyl-9-(2-((triisopropylsilyl)oxy)acetyl)-1,4-dioxaspiro[4.5]dec-6-en-8-yl 2-(diethoxyphosphoryl)acetate